CC=1C=NC(=NC1)NC1CCC(CC1)OC1=NC(=CC=2N1N=CN2)N2CCOCC2 5-methyl-N-[4-[(7-morpholino-[1,2,4]triazolo[1,5-c]pyrimidin-5-yl)oxy]cyclohexyl]pyrimidin-2-amine